5-octylsulfanylbenzotriazole C(CCCCCCC)SC1=CC2=C(NN=N2)C=C1